C(C)(=O)OCNN1C=NC=2C1=C1C(=NC2)N(C=C1)S(=O)(=O)C1=CC=C(C)C=C1 ((6-p-toluenesulfonyl imidazo[4,5-d]pyrrolo[2,3-b]pyridine-1(6H)-yl)amino)methyl acetate